CN1CC(NCC1)C=1C=C2CN(C(C2=CC1)=O)C1C(NC(CC1)=O)=O 3-(5-(4-Methylpiperazin-2-yl)-1-oxoisoindolin-2-yl)piperidine-2,6-dione